CN(C)CC1=CC(=C(C=C1)C1=NN2C(OCCC2)=C1C(=O)OCC1=CC=CC=C1)F Benzyl 2-[4-[(dimethylamino) methyl]-2-fluorophenyl]-6,7-dihydro-5H-pyrazolo[5,1-b][1,3]oxazine-3-carboxylate